methyl monothiopropionate C(CC)(=S)OC